ClC1=NC(=C2C=CC=NC2=C1)N(C1CC2CCC(C1)N2CCC#N)C 3-((3-Exo)-3-((7-chloro-1,6-naphthyridin-5-yl)(methyl)amino)-8-azabicyclo[3.2.1]oct-8-yl)propionitrile